(5'S,7a'R)-1-(6-chloro-2,5-dimethylpyrimidin-4-yl)-5'-phenyltetrahydro-3'H-spiro[piperidine-4,2'-pyrrolo[2,1-b][1,3]oxazol]-3'-one ClC1=C(C(=NC(=N1)C)N1CCC2(C(N3[C@H](O2)CC[C@H]3C3=CC=CC=C3)=O)CC1)C